5-(4-((2-cyclopropyl-5-fluoro-3-oxo-4H-quinoxalin-6-yl)methyl)piperazin-1-yl)-N-(methyl-d3)pyridine-2-carboxamide C1(CC1)C1=NC2=CC=C(C(=C2NC1=O)F)CN1CCN(CC1)C=1C=CC(=NC1)C(=O)NC([2H])([2H])[2H]